2-morpholinylacetamide N1(CCOCC1)CC(=O)N